C(C)OC(=O)C=1C=C2CN(C(C2=CC1N)=O)CC1=CC=CC=C1 6-Amino-2-benzyl-1-oxoisoindoline-5-carboxylic acid ethyl ester